1-isopropyl-2-methyl-6-(5-(1-methyl-1,2,3,6-tetrahydropyridin-4-yl)-1H-pyrrolo[2,3-b]pyridin-3-yl)-1H-imidazo[4,5-c]pyridine C(C)(C)N1C(=NC=2C=NC(=CC21)C2=CNC1=NC=C(C=C12)C=1CCN(CC1)C)C